(6aR,9R)-N-(pentan-3-yl)-7-propyl-4,6,6a,7,8,9-hexahydroindolo[4,3-fg]quinoline-9-carboxamide CCC(CC)NC(=O)[C@H]1CN([C@@H]2CC=3C4=C(C2=C1)C=CC=C4NC3)CCC